ClC=1C=C(C=C(C1)NS(=O)(=O)C)NC(=O)C=1SC(=C(C1)C1=NC=CC=C1)C1CC1 N-(3-chloro-5-(methylsulfonamido)phenyl)-5-cyclopropyl-4-(pyridin-2-yl)thiophene-2-carboxamide